1'-(4'-(1,1-difluoroethyl)-3,5-difluoro-[1,1'-biphenyl]-4-yl)-5'-(1-methyl-1H-pyrazol-4-yl)spiro[cyclopropane-1,3'-imidazo[1,2-a]imidazol]-2'(1'H)-one FC(C)(F)C1=CC=C(C=C1)C1=CC(=C(C(=C1)F)N1C=2N(C3(C1=O)CC3)C(=CN2)C=2C=NN(C2)C)F